N-((6-(((tert-butyldimethylsilyl)oxy)methyl)imidazo[1,2-a]pyridin-2-yl)methyl)-5-(pyrrolidin-1-yl)nicotinamide [Si](C)(C)(C(C)(C)C)OCC=1C=CC=2N(C1)C=C(N2)CNC(C2=CN=CC(=C2)N2CCCC2)=O